C1(=CC=CC=C1)S(=O)(=O)C1=NON=C1S(=O)(=O)C1=CC=CC=C1 3,4-bis(benzenesulfonyl)-1,2,5-oxadiazole